2-[(3S,4S)-4-[4-[[(3S)-2,6-dioxo-3-piperidyl]amino]-2-fluoro-phenyl]-3-methoxy-1-piperidyl]acetic acid O=C1NC(CC[C@@H]1NC1=CC(=C(C=C1)[C@H]1[C@@H](CN(CC1)CC(=O)O)OC)F)=O